FC(C(=C)C)(F)C=1C(=C(C=CC1)[C@@H](C)NC1=NC(=NC2=CC3=C(C=C12)N(C(C(O3)(C)C)=O)C)C)F (R)-4-((1-(3-(1,1-difluoro-2-methylallyl)-2-fluorophenyl)ethyl)amino)-2,6,8,8-tetramethyl-6H-[1,4]oxazino[3,2-g]quinazolin-7(8H)-one